Tert-butyl 4-(4-(6-(1-(3-(1H-pyrazol-1-yl)propanoyl)-1,2,5,6-tetrahydropyridin-3-yl)-2-(dimethylcarbamoyl)-7-fluoro-1H-indol-4-yl)phenyl)piperidine-1-carboxylate N1(N=CC=C1)CCC(=O)N1CC(=CCC1)C1=CC(=C2C=C(NC2=C1F)C(N(C)C)=O)C1=CC=C(C=C1)C1CCN(CC1)C(=O)OC(C)(C)C